BrC1=C(C(C(=O)NN)=CC=C1)C(=O)NN 3-bromo-phthalic dihydrazide